BrCC=1C(=CC2=C(N=C(S2)C)C1)Cl 5-(bromomethyl)-6-chloro-2-methyl-1,3-benzothiazole